1-(tert-butyl)-N-(2-methyl-4-(6-morpholinopyrazolo[1,5-a]pyrazin-4-yl)benzyl)-1H-1,2,3-triazole-4-carboxamide C(C)(C)(C)N1N=NC(=C1)C(=O)NCC1=C(C=C(C=C1)C=1C=2N(C=C(N1)N1CCOCC1)N=CC2)C